2-(7-fluoro-4-oxo-3,4-dihydrobenzo[b][1,4]oxazepin-5(2H)-yl)-5-(N-methyl-2,2-diphenylacetamido)isonicotinic acid methyl ester COC(C1=CC(=NC=C1N(C(C(C1=CC=CC=C1)C1=CC=CC=C1)=O)C)N1C2=C(OCCC1=O)C=CC(=C2)F)=O